2-chloro-8-[{5-(trifluoromethyl)pyridin-2-yl}oxy]-7,8-dihydro-6H-spiro[quinoline-5,2'-[1,3]dioxolane] ClC1=NC=2C(CCC3(OCCO3)C2C=C1)OC1=NC=C(C=C1)C(F)(F)F